(S)-7-(dibenzylamino)-4'-hydroxy-2'-(methylthio)-3,4,5',8'-tetrahydro-2H-spiro[naphthalene-1,7'-pyrano[4,3-d]pyrimidine]-8-carbonitrile C(C1=CC=CC=C1)N(C1=CC=C2CCC[C@]3(CC=4N=C(N=C(C4CO3)O)SC)C2=C1C#N)CC1=CC=CC=C1